rel-N-[(5R,6S)-5-{[2-(2-fluorophenyl)-1,3-thiazol-4-yl]methyl}-4-oxo-3-(propan-2-yl)-3,4,5,6,7,8-hexahydroquinazolin-6-yl]methanesulfonamide FC1=C(C=CC=C1)C=1SC=C(N1)C[C@@H]1C=2C(N(C=NC2CC[C@@H]1NS(=O)(=O)C)C(C)C)=O |o1:13,22|